3-ethyl-heptamethyl-trisiloxane C(C)[Si](O[Si](C)(C)C)(O[Si](C)(C)C)C